C(N)(OC1C(N(CC1)NC1=C2C(=NC=C1N)N(C=C2)S(=O)(=O)C2=CC=C(C)C=C2)C(C)(C)C)=O (tert-butyl 1-((5-amino-1-p-toluenesulfonyl-1H-pyrrolo[2,3-b]pyridin-4-yl) amino) pyrrolidin-3-yl) carbamate